CN[C@@H](C)C=1C=NC(=CC1)N1CCCC1 (S)-N-methyl-1-(6-(pyrrolidin-1-yl)pyridin-3-yl)ethan-1-amine